1-((2-((3-chloro-4-fluorophenyl)(3,4-difluorophenyl)methyl)-1H-imidazol-4-yl)sulfonyl)piperidin-3-amine ClC=1C=C(C=CC1F)C(C=1NC=C(N1)S(=O)(=O)N1CC(CCC1)N)C1=CC(=C(C=C1)F)F